4-(4-aminopiperidin-1-yl)-2-(2,6-dioxopiperidin-3-yl)isoindoline-1,3-dione NC1CCN(CC1)C1=C2C(N(C(C2=CC=C1)=O)C1C(NC(CC1)=O)=O)=O